C(CCC(=O)O)(=O)N[C@@H](CCC(=O)[O-])C(=O)[O-] N2-succinylglutamate